C(CCCCCCC)OC(=O)CNC=1SC(=NN1)NCC(=O)OCCCCCCCC 2,5-bis(n-octyloxycarbonylmethylamino)-1,3,4-thiadiazole